tert-butyl 2-((3-chloro-2-(5-fluoro-2-methyl-3-nitrophenyl) pyridin-4-yl) carbamoyl)-1-methyl-1,4,6,7-tetrahydro-5H-imidazo[4,5-c]pyridine-5-carboxylate ClC=1C(=NC=CC1NC(=O)C=1N(C2=C(CN(CC2)C(=O)OC(C)(C)C)N1)C)C1=C(C(=CC(=C1)F)[N+](=O)[O-])C